[2-(4-chlorobenzyl)-8-methyl-4,5-dihydro-2H-furo[2,3-g]indazol-7-yl](3,4-dihydroisoquinolin-2(1H)-yl)methanone ClC1=CC=C(CN2N=C3C4=C(CCC3=C2)OC(=C4C)C(=O)N4CC2=CC=CC=C2CC4)C=C1